pyridazin-3-ylpyrimidin-2-amine N1=NC(=CC=C1)C1=NC(=NC=C1)N